N(N=C1SC2=C(N1CC)C=CC=C2)=C2SC1=C(N2CC)C=CC=C1 2,2'-azino-bis(3-ethylbenzothiazolin)